CN1C(N(CC2=CC(=CC=C12)NC(OC(C)(C)C)=O)CCC(=O)NC)=O tert-butyl N-[1-methyl-3-[3-(methylamino)-3-oxo-propyl]-2-oxo-4H-quinazolin-6-yl]carbamate